(3s,4r)-4-((tert-butyldimethylsilyl)oxy)-4-(4-cyano-3,5-diethoxyphenyl)-3-(cyclopentyloxy)butanoic acid [Si](C)(C)(C(C)(C)C)O[C@@H]([C@H](CC(=O)O)OC1CCCC1)C1=CC(=C(C(=C1)OCC)C#N)OCC